3-(2-(dimethylamino)ethyl)-1H-indol-4-yl 2-isopropoxy-2-methylpropanoate C(C)(C)OC(C(=O)OC1=C2C(=CNC2=CC=C1)CCN(C)C)(C)C